BrC1=CC=C(C2=CC=CC=C12)OC 1-Bromo-4-methoxynaphthalene